ClC1=CC(=NC(=N1)OC)N1C(CCCC1)(C)CCO 2-(1-(6-chloro-2-methoxypyrimidin-4-yl)-2-methylpiperidin-2-yl)ethan-1-ol